Cl.N[C@H](C(=O)C=1C=CC(NC1)=O)CC1=C(C=CC=C1)Cl (S)-5-(2-amino-3-(2-chlorophenyl)propanoyl)pyridin-2(1H)-one hydrochloride